FC(C=1C=C(C=CC1F)N1C=C(C=2[C@@H](C(CCC12)(F)F)O)S(=O)(=O)C)F (S)-1-(3-(difluoromethyl)-4-fluorophenyl)-5,5-difluoro-3-(methylsulfonyl)4,5,6,7-tetrahydro-1H-indol-4-ol